N=1C=NN2C1C=CC(=C2)C2=CC(=NN2C2=NC(=CC=C2)C)CC(=O)NCC2=CC(=CC=C2)F 5-([1,2,4]triazolo[1,5-a]pyridin-6-yl)-N-(3-fluorobenzyl)-1-(6-methylpyridin-2-yl)-1H-pyrazole-3-carboxyamide